C(C)OC1=C(C=O)C=CC(=C1)OC(C(C)C)=O ethoxy-4-isobutyryloxy-benzaldehyde